3-(tripropoxysilyl)propyl-di-n-tetradecylmethyl-ammonium chloride [Cl-].C(CC)O[Si](CCC[N+](C)(CCCCCCCCCCCCCC)CCCCCCCCCCCCCC)(OCCC)OCCC